bis(2-((2-methyl-3-(octylthio)propanoyl)oxy)ethyl) 4,10,16-tris(3-(2-((2-methyl-3-(octylthio)propanoyl)oxy)ethoxy)-3-oxopropyl)-4,7,10,13,16-pentaazanonadecanedioate CC(C(=O)OCCOC(CCN(CCC(=O)OCCOC(C(CSCCCCCCCC)C)=O)CCNCCN(CCNCCN(CCC(=O)OCCOC(C(CSCCCCCCCC)C)=O)CCC(OCCOC(C(CSCCCCCCCC)C)=O)=O)CCC(OCCOC(C(CSCCCCCCCC)C)=O)=O)=O)CSCCCCCCCC